COC(C1=NC=C(C=C1)CP(=O)(OCC)OCC)=O 5-((diethoxyphosphoryl)methyl)picolinic acid methyl ester